C1(CC1)CNS(=O)(=O)NC=1C(=C(C=CC1)CC=1C(OC2=CC(=CC=C2C1C)OC1=NC=CC=C1F)=O)F 3-[[3-(cyclopropylmethylsulfamoylamino)-2-fluoro-phenyl]methyl]-7-[(3-fluoro-2-pyridyl)oxy]-4-methyl-chromen-2-one